C(#N)[Ni-2](C#N)(C#N)C#N tetracyanonickel (II)